2-O-(2-hydroxyisobutyl)-3-O-(2-hydroxyhexadecyl)ascorbic acid OC(COC=1C(=O)O[C@@H](C1OCC(CCCCCCCCCCCCCC)O)[C@@H](O)CO)(C)C